COC1=C(C=CC=N1)CNC1COCC1 6-methoxy-5-(((tetrahydrofuran-3-yl)amino)methyl)pyridin